[Si](C)(C)(C(C)(C)C)OC[C@@H](COCCCCCCCCCCCCCCCC)O (R)-1-((tert-butyldimethylsilyl)oxy)-3-(hexadecyloxy)propan-2-ol